3-(3-(((4-(2-((6-(1,2,3-thiadiazol-5-yl)-1H-indazol-4-yl)amino)ethoxy)butyl)amino)methyl)-5-(trifluoromethoxy)phenyl)propanoic acid S1N=NC=C1C1=CC(=C2C=NNC2=C1)NCCOCCCCNCC=1C=C(C=C(C1)OC(F)(F)F)CCC(=O)O